N-tert-butyl-3-[[2-(5-chloro-2-hydroxy-phenyl)acetyl]amino]-4-fluoro-benzamide C(C)(C)(C)NC(C1=CC(=C(C=C1)F)NC(CC1=C(C=CC(=C1)Cl)O)=O)=O